ammonium edisylate salt S(=O)(=O)([O-])CCS(=O)(=O)[O-].[NH4+].[NH4+]